N-(3-fluoro-4-((3-((3-hydroxy-3-methylbutan-2-yl)amino)-1H-pyrazolo[3,4-b]pyridin-4-yl)oxy)phenyl)-2-(4-fluorophenyl)-3-oxo-2,3-dihydropyridazine-4-carboxamide FC=1C=C(C=CC1OC1=C2C(=NC=C1)NN=C2NC(C)C(C)(C)O)NC(=O)C=2C(N(N=CC2)C2=CC=C(C=C2)F)=O